C(C=C)N(C(C[N+]#[C-])=O)CC N-ALLYL-2-ISOCYANO-N-ETHYL-ACETAMIDE